The molecule is an L-polyhomomethionine zwitterion obtained by transfer of a proton from the carboxy to the amino group of L-dihomomethionine; major species at pH 7.3. It is a dihomomethionine zwitterion and a L-polyhomomethionine zwitterion. It is a tautomer of a L-dihomomethionine. CSCCCC[C@@H](C(=O)[O-])[NH3+]